6-Hydroxyhexanoic acid tert.-butyl ester C(C)(C)(C)OC(CCCCCO)=O